5-((1-(methylsulfonyl)piperidin-4-yl)methoxy)-2-((S)-1-((1aR,7bR)-1,1a,3,7b-tetrahydro-2H-cyclopropa[c]isoquinolin-2-yl)ethyl)-4H-pyran-4-one CS(=O)(=O)N1CCC(CC1)COC=1C(C=C(OC1)[C@H](C)N1CC=2C=CC=CC2[C@@H]2[C@H]1C2)=O